thymine-diol N1C(=O)NC(=O)C(C(O)O)=C1